tert-Butyl 4-((R)-3-((tert-butyldimethylsilyl)oxy)-2-(((S)-tert-butylsulfinyl)amino)propyl)piperidine-1-carboxylate [Si](C)(C)(C(C)(C)C)OC[C@@H](CC1CCN(CC1)C(=O)OC(C)(C)C)N[S@@](=O)C(C)(C)C